ClC=1C=C(C=C(C1)C=1C=NC2=CC=CN=C2C1)C1N(CC(NC1)C)C(C)=O 1-(2-(3-chloro-5-(1,5-naphthyridin-3-yl)phenyl)-5-methylpiperazin-1-yl)ethan-1-one